C(C)(C)(C)OC(=O)N1CCN(CC1)C1=CC=C(C=C1)N(C(=O)N)CCC(=O)OCC 4-(4-(1-(3-ethoxy-3-oxopropyl)ureido)phenyl)piperazine-1-carboxylic acid tert-butyl ester